N1C(CC1)CC1=C(C2=C(N=NC(=C2)C2=C(C=CC=C2)O)N1)C1CC1 2-(6-(azetidin-2-ylmethyl)-5-cyclopropyl-7H-pyrrolo[2,3-c]pyridazin-3-yl)phenol